C(CCC(=O)[O-])(=O)OCCCOC(C(=C)C)=O mono(methacryloyloxypropyl) succinate